ClC1=C(C=CC(=C1)C(=O)N1CC2=C(CC1)C=1C=CC(=C(C1OC2=O)C)N2CCN(CC2)C)NS(=O)(=O)C N-(2-Chloro-4-{[7-methyl-8-(4-methylpiperazin-1-yl)-5-oxo-1,5-dihydro-2H-chromeno[3,4-c]pyridin-3(4H)-yl]carbonyl}phenyl)methansulfonamid